C(C1=CC=CC=C1)OC1=C(C=C(C=C1)C(=O)C(C(=O)OCC)=CN(C)C)OC ethyl 2-{[4-(benzyloxy)-3-methoxyphenyl]carbonyl}-3-(dimethylamino)prop-2-enoate